C(C1CO1)OCCOC1=CC=C(C=C1)C1(C2=CC=CC=C2C=2C=CC=CC12)C1=CC=C(C=C1)OCCOCC1CO1 9,9-bis[4-[2-(glycidoxy)ethoxy]phenyl]-9H-fluorene